7-fluoro-2-methyl-2H-indazol-5-amine FC1=CC(=CC2=CN(N=C12)C)N